3-methyl-4-(1-methylpiperidin-4-yl)aniline (2R)-benzyl-2-(((benzyloxy)carbonyl)amino)-3-(3-(1,2-dimethylcyclopropyl)-5-fluorobenzamido)propanoate C(C1=CC=CC=C1)OC([C@@H](CNC(C1=CC(=CC(=C1)F)C1(C(C1)C)C)=O)NC(=O)OCC1=CC=CC=C1)=O.CC=1C=C(N)C=CC1C1CCN(CC1)C